C(C)(C)(C)OC(=O)N1C2(CN(C2)C)CCC1.CCCCC[Si](OC)(OC)OC 4-methyl-butyl-trimethoxysilane tert-butyl-2-methyl-2,5-diazaspiro[3.4]octane-5-carboxylate